[3H]Histamine NCCC1=CN=CN1